9,10,18-Trihydroxyoctadecanoic acid OC(CCCCCCCC(=O)O)C(CCCCCCCCO)O